phosphonic acid ((3aR,4R,6R,6aR)-2,2-dimethyl-6-(4-(tritylamino)-1H-pyrazolo[3,4-d]pyrimidin-1-yl) tetrahydrofuro[3,4-d][1,3]dioxol-4-yl) methyl ester trimethylamine salt CN(C)C.COP(O[C@H]1O[C@H]([C@@H]2OC(O[C@H]21)(C)C)N2N=CC=1C2=NC=NC1NC(C1=CC=CC=C1)(C1=CC=CC=C1)C1=CC=CC=C1)=O